N'-((3-cyclopropyl-2-(trifluoromethyl)-6,7-dihydro-5H-cyclopenta[b]pyridin-4-yl)carbamoyl)-1-ethyl-4-fluoro-1H-pyrazole-3-sulfonimidamide C1(CC1)C=1C(=C2C(=NC1C(F)(F)F)CCC2)NC(=O)N=S(=O)(N)C2=NN(C=C2F)CC